C1N=CC=C2C3=CC=CC=C3N=C12 1H-beta-carboline